ClC1=C(C=C(C=C1)Cl)C1=CC(=CC=C1)NC(C1=C(C=C(C=C1C)CO)C)=O N-(2',5'-Dichloro-[1,1'-biphenyl]-3-yl)-4-(hydroxymethyl)-2,6-dimethylbenzamide